(4-((6,7-dimethoxyquinazolin-4-yl)oxy)-2-fluorophenyl)-2-oxoacetic acid COC=1C=C2C(=NC=NC2=CC1OC)OC1=CC(=C(C=C1)C(C(=O)O)=O)F